BrC1=CC(=C(C=C1Cl)N1CCN(CC1)C1=CC(=C(N)C=C1F)OC)F 4-[4-(4-Bromo-5-chloro-2-fluoro-phenyl)piperazin-1-yl]-5-fluoro-2-methoxy-aniline